ClC1=C(C=CC=C1Cl)SC=1C=2N(C(=NC1)N1CCC3(CC(C[C@H]3N)C)CC1)C=CN2 (1R)-8-(8-((2,3-dichlorophenyl)thio)imidazo[1,2-c]pyrimidin-5-yl)-3-methyl-8-azaspiro[4.5]decan-1-amine